NC(C(=O)NCSCCC1=C(C=C(C=C1)[N+](=O)[O-])Cl)=C (2S)-2-amino-N-([[2-(2-chloro-4-nitrophenyl)ethyl]sulfanyl]methyl)propenamide